O1CCC(CC1)NC(=O)C=1C=NN2C1C=C(C=C2)C2=CNC=1N=C(N=CC12)N[C@@H]1CC[C@@H](CC1)OC(F)(F)F N-(tetrahydro-2H-pyran-4-yl)-5-(2-((cis-4-(trifluoromethoxy)cyclohexyl)amino)-7H-pyrrolo[2,3-d]pyrimidin-5-yl)pyrazolo[1,5-a]pyridine-3-carboxamide